C1(CC1)CN1N=CC(=C1)C(=NC(C)C)Cl 1-(cyclopropylmethyl)-N-isopropyl-1H-pyrazole-4-carbimidoyl chloride